4-octoxy-4'-(10-hydroxydecyloxy)azobenzene C(CCCCCCC)OC1=CC=C(C=C1)N=NC1=CC=C(C=C1)OCCCCCCCCCCO